C(CCCCCC)OC(CCCCCCCCCCC/C=C/CCO)OCCCCCCC (3E)-16,16-diheptyloxy-3-hexadecen-1-ol